C1(CC1)C1=C(CN2C(N([C@H](C=3C2=NN(C3)C)C)C3CCN(CC3)C3=C(C=CC=C3F)C3CC3)=O)C=CC=C1 (S)-7-(2-cyclopropyl-benzyl)-5-[1-(2-cyclopropyl-6-fluoro-phenyl)-piperidin-4-yl]-2,4-dimethyl-2,4,5,7-tetrahydro-pyrazolo[3,4-d]pyrimidin-6-one